5-bromo-1-(trifluoromethyl)-2-pyridone BrC=1C=CC(N(C1)C(F)(F)F)=O